tert-butyl 4-(2-chloro-6-methylpyrimidin-4-yl)piperazine-1-carboxylate ClC1=NC(=CC(=N1)N1CCN(CC1)C(=O)OC(C)(C)C)C